2-(3-((5-(3-((3-((1-(tert-butoxycarbonyl)-4-(5-(pyridin-4-yl)-4H-1,2,4-triazol-3-yl)piperidin-4-yl)amino)benzamido)methyl)phenoxy)pentyl)oxy)propoxy)acetic acid C(C)(C)(C)OC(=O)N1CCC(CC1)(C1=NN=C(N1)C1=CC=NC=C1)NC=1C=C(C(=O)NCC=2C=C(OCCCCCOCCCOCC(=O)O)C=CC2)C=CC1